C1(=CC=C(C=C1)OC=1C(=C(C=CC1)O)N)OC=1C(=C(C=CC1)O)N 4'-(1,4-phenylenedi(oxy))bis(2-aminophenol)